silver-nickel iron oxide [O-2].[Fe+2].[Ni+2].[Ag+]